N-(2-(4-cyano-1H-imidazol-1-yl)-4-ethoxyquinolin-6-yl)oxetane-3-carboxamide C(#N)C=1N=CN(C1)C1=NC2=CC=C(C=C2C(=C1)OCC)NC(=O)C1COC1